(3-Glycidyloxypropyl)trimethoxysilane Sodium Salt [Na].C(C1CO1)OCCC[Si](OC)(OC)OC